N-ethylimidazolium lactate C(C(O)C)(=O)[O-].C(C)N1C=[NH+]C=C1